4-[4-Bromo-6-(2,6-dichloro-4-trifluoromethyl-benzyl)-3-hydroxy-pyridin-2-yl]-4-oxo-butyric acid ethyl ester C(C)OC(CCC(=O)C1=NC(=CC(=C1O)Br)CC1=C(C=C(C=C1Cl)C(F)(F)F)Cl)=O